tert-butyl ((7-(1-(((5-(2-hydroxypropan-2-yl)pyridin-2-yl)methyl)(5,6,7,8-tetrahydroquinolin-8-yl)carbamoyl)cyclopropyl)-4-oxo-3,4-dihydrophthalazin-1-yl)methyl)carbamate OC(C)(C)C=1C=CC(=NC1)CN(C(=O)C1(CC1)C1=CC=C2C(NN=C(C2=C1)CNC(OC(C)(C)C)=O)=O)C1CCCC=2C=CC=NC12